O[C@@H]1C[C@H](C1)SCC1=NC2=C(C=CC=C2C(N1)=O)C 2-(((trans-3-hydroxycyclobutyl)thio)methyl)-8-methylquinazolin-4(3H)-one